5,14-dichloro-8-[2,6-difluoro-4-({2-[(2-hydroxyethyl)amino]ethyl}amino)phenyl]-10-ethyl-3,8,10,12-tetraazatricyclo[9.4.0.02,7]pentadeca-1(11),2(7),3,5,12,14-hexaen-9-one ClC=1C=NC=2C=3C=C(C=NC3N(C(N(C2C1)C1=C(C=C(C=C1F)NCCNCCO)F)=O)CC)Cl